(S)-4-(2-(1-amino-5-(tert-butoxy)-1,5-dioxopent-2-yl)-6-fluoro-1-oxoisoindolin-5-yl)piperazine-1-carboxylic acid tert-butyl ester C(C)(C)(C)OC(=O)N1CCN(CC1)C=1C=C2CN(C(C2=CC1F)=O)[C@H](C(=O)N)CCC(=O)OC(C)(C)C